C(C=C)(=O)O.C(C=C)(=O)O.C(C=C)(=O)O.C(=O)(O)C(C(=O)O)C(=O)O tricarboxylmethane triacrylate